α-aminoglutarimide NC1C(=O)NC(CC1)=O